NC[C@H](CC(=O)OC1=C2C(=CNC2=CC=C1)C[C@@H]1N(CCC1)C)CC(C)C 3-(((R)-1-methylpyrrolidin-2-yl)methyl)-1H-indol-4-yl (S)-3-(aminomethyl)-5-methylhexanoate